2-[Bis-(2-fluoro-phenyl)-hydroxy-methyl]-3-ethyl-6-methyl-pyrazolo[1,5-a]pyridine-5-carboxylic acid (1-ethyl-1H-[1,2,4]triazol-3-yl)-amide C(C)N1N=C(N=C1)NC(=O)C1=CC=2N(C=C1C)N=C(C2CC)C(O)(C2=C(C=CC=C2)F)C2=C(C=CC=C2)F